6-(2-chloro-6-methylphenyl)-2-((3-chloro-4-(4-methylpiperazin-1-yl)phenyl)amino)-8,9-dihydroimidazo[1,2-a]pyrimido[5,4-e]pyrimidin-5(6H)-one ClC1=C(C(=CC=C1)C)N1C=2N(C3=C(C1=O)C=NC(=N3)NC3=CC(=C(C=C3)N3CCN(CC3)C)Cl)CCN2